C(=O)O.CC1CCC(CN1)C 6-Methyl-3-Methyl-piperidine formate